COC1[C@@H](CC(O1)=O)CCC (R)-5-methoxy-4-n-propyldihydrofuran-2(5H)-one